FC1=C(C=C(C=C1)C=1C=NC2=CC(=NC=C2C1)C1CN(CC1)C(C=C)=O)O 3-(4-Fluoro-3-hydroxyphenyl)-7-[1-(prop-2-enoyl)pyrrolidin-3-yl]-1,6-naphthyridin